COC1=C(OC2=NC=CC=C2C(=O)N)C=CC(=C1)CC(=O)NC=1SC2=C(N1)C=C(C=C2)OC (2-methoxy-4-(2-((5-methoxybenzo[d]thiazol-2-yl)amino)-2-oxoethyl)phenoxy)pyridine-3-carboxamide